C(C)OC(=O)C1CN(CCC1)C(=O)C1=C(C2=C(O1)C1=CC=CC=C1C(C2=O)=O)C 1-(3-methyl-4,5-dioxo-4,5-dihydronaphtho[1,2-b]furan-2-carbonyl)piperidine-3-carboxylic acid ethyl ester